C(C)OC(=O)C1=C(N=C(S1)NC(CC(NC(C1=CC(=CC=C1)C1=NOC(=N1)C)=O)CCC)=O)C 4-methyl-2-(3-(3-(5-methyl-1,2,4-oxadiazol-3-yl)benzoylamino)-N-propylpropionylamino)thiazole-5-carboxylic acid ethyl ester